(2S,4R)-9-{1-[(3R,5S)-5-carbamoylpyrrolidin-3-yl]azetidin-3-yl}oxy-5,5-dihydroxy-6-oxa-5-boranuidatricyclo[5.4.0.02,4]undeca-1(7),8,10-triene-8-carboxylate C(N)(=O)[C@@H]1C[C@H](CN1)N1CC(C1)OC1=C(C=2O[B-]([C@@H]3C[C@@H]3C2C=C1)(O)O)C(=O)[O-]